(R)-8-methyl-naringenin CC1=C(C=C(C=2C(C[C@@H](OC12)C1=CC=C(O)C=C1)=O)O)O